2-((5-(4-methylpiperazin-1-yl)-2-nitrophenyl)amino)-4-(anilino)pyrimidine-5-carbonitrile CN1CCN(CC1)C=1C=CC(=C(C1)NC1=NC=C(C(=N1)NC1=CC=CC=C1)C#N)[N+](=O)[O-]